S=C[C@H](O)[C@@H](O)[C@@H](O)[C@H](O)CO 1-thioGalactose